5-fluorobenzofuran-7-carboxamide FC=1C=C(C2=C(C=CO2)C1)C(=O)N